1-[(11Z,14Z)-1-nonyloctadec-11,14-dien-1-yl]pyrrolidine C(CCCCCCCC)C(CCCCCCCCC\C=C/C\C=C/CCC)N1CCCC1